CN1CCN(CC1)C=1C(NC=C2C1N=CN=C2)=O 8-(4-methylpiperazin-1-yl)pyrido[4,3-d]pyrimidin-7(6H)-one